FC1=C(C=C(C=C1)C=1OC(=NN1)C=1OC=CC1)[N+](=O)[O-] 2-(4-fluoro-3-nitrophenyl)-5-(furan-2-yl)-1,3,4-oxadiazole